t-Butyl-(S)-6-((4-methylpiperazin-1-yl) methyl)-8-((tetrahydrofuran-3-yl) amino)-3,4-dihydroisoquinoline-2(1H)-carboxylate C(C)(C)(C)OC(=O)N1CC2=C(C=C(C=C2CC1)CN1CCN(CC1)C)N[C@@H]1COCC1